5-methoxy-2-(pyrrolidin-1-yl)pyrimidin-4-amine COC=1C(=NC(=NC1)N1CCCC1)N